N-((1-ethyl-1,2,3,4-tetrahydroquinolin-6-yl)methyl)-2-nitrobenzenesulfonamide C(C)N1CCCC2=CC(=CC=C12)CNS(=O)(=O)C1=C(C=CC=C1)[N+](=O)[O-]